C(#N)C=1C=CC(=NC1)N[C@@H]1CC[C@H](CC1)N(C(=O)C1CCOCC1)C1=CC=C(C=C1)C=1C=NN(C1)C N-(trans-4-((5-cyanopyridin-2-yl)amino)cyclohexyl)-N-(4-(1-methyl-1H-pyrazol-4-yl)phenyl)tetrahydro-2H-pyrane-4-carboxamide